4-methyl-N-[(2-phenylethynyl)cyclohexyl]benzenesulfonamide CC1=CC=C(C=C1)S(=O)(=O)NC1(CCCCC1)C#CC1=CC=CC=C1